FCOC=1C=C2CCN(CC2=CC1)C(=O)C=1N=C(C2=C(N1)OC(=C2)C)NC2(CC2)C [6-(fluoromethoxy)-1,2,3,4-tetrahydroisoquinoline-2-carbonyl]-6-methyl-N-(1-methylcyclopropyl)furo[2,3-d]pyrimidin-4-amine